3-[1,1'-biphenyl]-4-yl-7-methoxy-2-methyl-4(1H)-quinolinone C1(=CC=C(C=C1)C1=C(NC2=CC(=CC=C2C1=O)OC)C)C1=CC=CC=C1